methyl 4-oxo-4H-benzopyran-2-carboxylate (methyl 4-oxo-4H-chromene-2-carboxylate) CC1=C(OC2=CC=CC=C2C1=O)C(=O)O.O=C1C=C(OC2=C1C=CC=C2)C(=O)OC